NCC[Si](C)(C)OC 2-aminoethyl-(methoxydimethylsilane)